((3R,5R)-tert-butyl 1-(6-(3-fluoro-4-methoxyphenyl)-4-(hydroxymethyl) pyridin-3-yl)-5-(fluoromethyl) piperidin-3-yl) carbamate C(N)(O[C@H]1C(N(C[C@@H](C1)CF)C=1C=NC(=CC1CO)C1=CC(=C(C=C1)OC)F)C(C)(C)C)=O